2-chloro-N1-(3,5-difluorophenyl)-5-methylbenzene-1,3-diamine ClC1=C(C=C(C=C1N)C)NC1=CC(=CC(=C1)F)F